CC(CCOP(=O)(O)O)(CC(=O)O)O 5-phosphomevalonic acid